4-bromo-N-(8,9-difluoro-6-oxo-2,4,5,6-tetrahydro-1H-pyrano[3,4-c]isoquinolin-1-yl)-3,5-difluoro-N-methylbenzamide BrC1=C(C=C(C(=O)N(C)C2COCC=3NC(C=4C=C(C(=CC4C32)F)F)=O)C=C1F)F